CN(C(OC1=CC(=C2C(=C(C(OC2=C1)=O)CC1=C(C(=CC=C1)NS(NC)(=O)=O)F)CN(C)C)OC)=O)C ((dimethylamino)methyl)-3-(2-fluoro-3-((N-methylsulfamoyl)amino)benzyl)-5-methoxy-2-oxo-2H-chromen-7-yl dimethylcarbamate